2-chloro-N-(2,3-dihydrobenzofuran-5-yl)benzo[d]thiazole-5-carboxamide ClC=1SC2=C(N1)C=C(C=C2)C(=O)NC=2C=CC1=C(CCO1)C2